OC1=C(C(=CC(=C1C(=O)NS(=O)(=O)C=1C=NC=CC1)CCCCC)O)C1=C(C=CC(=C1)C)C(=C)C 2,6-dihydroxy-5'-methyl-4-pentyl-2'-(prop-1-en-2-yl)-N-(pyridin-3-ylsulfonyl)-[1,1'-biphenyl]-3-carboxamide